4-Nitrobenzyl (4S,5R,6S)-6-((R)-1-((tert-butyldimethylsilyl) oxy) ethyl)-4-methyl-3-(((3-methylbutyryl) oxy) methyl)-7-oxo-1-azabicyclo[3.2.0]hept-2-ene-2-carboxylate [Si](C)(C)(C(C)(C)C)O[C@H](C)[C@@H]1[C@H]2[C@H](C(=C(N2C1=O)C(=O)OCC1=CC=C(C=C1)[N+](=O)[O-])COC(CC(C)C)=O)C